3-cyclopropyl-N-(2-methylpropyl)-8-(5-pyridin-3-yl-1H-imidazol-2-yl)-6,7,8,9-tetrahydrobenzo[g]isoquinoline-5-sulfonamide C1(CC1)C=1N=CC=2C=C3C(=C(C2C1)S(=O)(=O)NCC(C)C)CCC(C3)C=3NC(=CN3)C=3C=NC=CC3